COC(=O)C1=CO[C@H]([C@H]2[C@@H]1CC=C2CO)O The molecule is an iridoid monoterpenoid. It has a role as an uncoupling protein inhibitor, a hepatotoxic agent, an apoptosis inhibitor, an antioxidant, an anti-inflammatory agent and a cross-linking reagent.